C(C)(C)OC1=NN(C=C1[N+](=O)[O-])CC(F)(F)F 3-isopropoxy-4-nitro-1-(2,2,2-trifluoroethyl)-1H-pyrazole